BrC=1C(=CC=C2C=NN(C12)C1CC1)F 7-bromo-1-cyclopropyl-6-fluoro-indazole